COC1=CC(=CC2=C1O[C@H]([C@@H](O2)C)C=2C=NC(=CC2)OC)C(=O)OC |r| (+/-)-methyl (trans)-8-methoxy-2-(6-methoxypyridin-3-yl)-3-methyl-2,3-dihydrobenzo[b][1,4]dioxine-6-carboxylate